β-Fluorostyrol FC(=C)C1=CC=CC=C1